5'-((3-endo)-3-amino-8-azabicyclo[3.2.1]octane-8-carbonyl)-2'-(7-chloro-6-fluoro-1-((1-hydroxycyclobutyl)methyl)-1H-benzo[d][1,2,3]triazol-5-yl)-3-fluoro-[1,1'-biphenyl]-4-carbonitrile NC1CC2CCC(C1)N2C(=O)C=2C=CC(=C(C2)C2=CC(=C(C=C2)C#N)F)C2=CC1=C(N(N=N1)CC1(CCC1)O)C(=C2F)Cl